BrC=1C(=CC2=C(C=C(S2)C(CCC(=O)OCC)=O)C1)O ethyl 4-(5-bromo-6-hydroxy-benzothiophen-2-yl)-4-oxo-butanoate